(E)-5-(2-methoxyvinyl)-6-methylcyanopyridine CO/C=C/C=1C=CC(=NC1C)C#N